COC1=CC=C(C(=O)NC2=CC=C(C=C2)N2CCN(CC2)C2=CC=CC=C2)C=C1 4-Methoxy-N-[4-(4-phenylpiperazin-1-yl)phenyl]benzamid